FC1=C(C(=C(C(=C1F)F)F)F)C1=CC2=C(N1C1=CC=C(C=C1)CCCCCCCCCC)C=C(N2C2=CC=C(C=C2)CCCCCCCCCC)C2=C(C(=C(C(=C2F)F)F)F)F 2,5-bis(2,3,4,5,6-pentafluorophenyl)-1,4-bis(4-n-decylphenyl)-1,4-dihydropyrrolo[3,2-b]pyrrole